N,N-di(2-hydroxyethyl)-2-aminoethane sodium [Na].OCCN(CC)CCO